C(C)(C)(C)OC(=O)[C@]1(C[C@H](N(CC1)CC1=C(C(=CC=C1)Cl)F)C)CC1=NC(=C(C(=C1)CC)F)NC1=NN(C(=C1)C)C(C)(C)C tert-butyl-(2R,4R)-4-((6-((1-(tert-butyl)-5-methyl-1H-pyrazol-3-yl) amino)-4-ethyl-5-fluoropyridin-2-yl) methyl)-1-(3-chloro-2-fluorobenzyl)-2-methylpiperidine-4-carboxylate